BrC=1C=C(N(N1)C1=NC=CC=C1Cl)C(=O)NC=1C(=C2C=CC(=NC2=CC1C(=O)N)OC)C 6-[[5-bromo-2-(3-chloro-2-pyridyl)pyrazole-3-carbonyl]amino]-2-methoxy-5-methylquinoline-7-carboxamide